C(C)(C)(C)OC(=O)N1C[C@@H](CC1)OS(=O)(=O)C (R)-3-methanesulfonyloxy-pyrrolidine-1-carboxylic acid tert-butyl ester